1,3,2-dioxaborolal O1BOC(=C1)C=O